iron rhodium tantalum [Ta].[Rh].[Fe]